O=C1N[C@@]2(C(N1)=O)CN(CCC2)C(=O)OCC2=CC=CC=C2 (R)-benzyl 2,4-dioxo-1,3,7-triazaspiro[4.5]decane-7-carboxylate